O[C@H]1CC(N(C1)CCN(C(OC(C)(C)C)=O)C)=O Tert-butyl (S)-(2-(4-hydroxy-2-oxopyrrolidin-1-yl)ethyl)(methyl)carbamate